tert-butyl 8-(3-((3'-((2-chloro-5-((5-cyanopyridin-3-yl) methoxy)-4-formylphenoxy) methyl)-2,2'-dimethyl-[1,1'-biphenyl]-3-yl) oxy) propyl)-2,8-diazaspiro[4.5]decane-2-carboxylate ClC1=C(OCC=2C(=C(C=CC2)C2=C(C(=CC=C2)OCCCN2CCC3(CCN(C3)C(=O)OC(C)(C)C)CC2)C)C)C=C(C(=C1)C=O)OCC=1C=NC=C(C1)C#N